β-glycidoxyethyltributoxysilane C(C1CO1)OCC[Si](OCCCC)(OCCCC)OCCCC